C(CCCCCCCC)(=O)[C@@]([C@@H]([C@H](CO)O)O)(O)[C@](O)(COC(CCCCCCCC)=O)C(CCCCCCCC)=O 4,5,6-O-trisnonoyl-sorbitol